BrC=1C(=NC(=NC1OC)NS(=O)(=O)C1=CNC2=C(C(=CC=C12)Cl)N1N=CC=N1)OC N-(5-bromo-4,6-dimethoxy-pyrimidin-2-yl)-6-chloro-7-(triazol-2-yl)-1H-indole-3-sulfonamide